tert-butyl (1R,2R,3S,5S)-3-((5-(4-chloro-2-(methoxymethoxy)phenyl)-1,3,4-thiadiazol-2-yl)(cyclopropyl)amino)-2-fluoro-8-azabicyclo[3.2.1]octane-8-carboxylate ClC1=CC(=C(C=C1)C1=NN=C(S1)N([C@@H]1[C@@H]([C@H]2CC[C@@H](C1)N2C(=O)OC(C)(C)C)F)C2CC2)OCOC